C(C)(C)(C)OC(=O)N1CC2=C(CC1)N=C(N2)C=2C(=NC=CC2C2=CC=CC=C2)Cl 2-(2-chloro-4-phenylpyridin-3-yl)-3,4,6,7-tetrahydro-5H-imidazo[4,5-c]pyridine-5-carboxylic acid tert-butyl ester